CS(=O)(=O)OCC=1OC=C(C(C1)=O)OCC1=CC=C(C=C1)C#N.C[Si](C=1C=C(C=CC1)C(=C)C1=CC=C(C=C1)[SiH](C)C)(OCC)C 1-[3-(dimethylethoxysilyl) phenyl]-1-(4'-dimethylsilylphenyl) ethylene (5-(4-Cyanobenzyloxy)-4-oxo-4H-pyran-2-yl)methyl Methanesulfonate